ClC=1C(=NC=CC1C1=C(C(=CC=C1)C1=NC(=C(C=C1)CO)OC)Cl)C1=CC2=C(CN(CCS2(=O)=O)C)C=C1 8-(3-Chloro-4-(2-chloro-3-(5-(hydroxymethyl)-6-methoxypyridin-2-yl)phenyl)pyridin-2-yl)-4-methyl-2,3,4,5-tetrahydrobenzo[f][1,4]thiazepine 1,1-dioxide